The molecule is an amino disaccharide consisting of 2-acetamido-2-deoxy-beta-D-galactopyranose and beta-D-glucopyranose residues joined in sequence by a (1->4) glycosidic bond. It is an amino disaccharide and a member of acetamides. It derives from a beta-D-glucose and a N-acetyl-beta-D-galactosamine. CC(=O)N[C@@H]1[C@H]([C@H]([C@H](O[C@H]1O[C@@H]2[C@H](O[C@H]([C@@H]([C@H]2O)O)O)CO)CO)O)O